N1C(=NCC1)SCCN1CCCCCC1 1-(2-((4,5-dihydro-1H-imidazol-2-yl)thio)ethyl)azepane